COC1=C(C=NC=C1)C=1C(=C(C#N)C=CC1)N1CCC(CC1)C1=CN=CN1C 3-(4-methoxypyridin-3-yl)-2-[4-(1-methyl-1H-imidazol-5-yl)piperidin-1-yl]benzonitrile